N-{6-cyclopropyl-4-[4-fluoro-2-(4-methyl-4H-1,2,4-triazol-3-yl)phenyl]-2-pyridyl}-5-{[(1S,2S)-2-methoxy-1-methylpropylamino]methyl}-1-cyclopropyl-2-oxo-1,2-dihydronicotinamide C1(CC1)C1=CC(=CC(=N1)NC(C=1C(N(C=C(C1)CN[C@H]([C@H](C)OC)C)C1CC1)=O)=O)C1=C(C=C(C=C1)F)C1=NN=CN1C